Bis(cyclohexyl)chlorophosphine palladium(II) dichloride [Pd](Cl)Cl.C1(CCCCC1)P(Cl)C1CCCCC1